3-Hydroxypropylacrylat OCCCOC(C=C)=O